FC1(CC(C#N)=CC=C1)C#N 3-fluoroisophthalonitrile